(12aR)-12-[(10S)-7,8-difluoro-4,9-dihydrothieno[2,3-c][2]benzothiepin-4-yl]-3,4,12,12a-tetrahydro-1H-[1,4]oxazino[3,4-c]pyrido[2,1-f][1,2,4]triazine-6,8-dione FC1=C(C2=C(C(C3=C(SC2)SC=C3)N3N2C(C(N4[C@H]3COCC4)=O)=CC(C=C2)=O)C=C1)F